6-Bromopyrrolo[2,3,4-ij]isoquinolin-2(1H)-one BrC1=C2C=CN=C3C2=C(C=C1)NC3=O